CC1=CC=C(C=C1)S(=O)(=O)NC=1C=C2C(C(NC2=CC1)=O)=CC1=CN=C(N1)C 4-methyl-N-(3-((2-methyl-1H-imidazol-5-yl)methylene)-2-oxoindolin-5-yl)benzenesulfonamide